CC1=CC(=CC=C1)S(=O)(=O)N1N=NC(=C1)C1=CC=CC=C1 1-(m-toluenesulfonyl)-4-phenyl-1,2,3-triazole